5-fluoro-4-(9-fluoro-4-methyl-3,4-dihydro-1H-benzo[4,5]imidazo[2,1-c][1,4]oxazin-7-yl)-N-(5-(4-methylpiperazin-1-yl)pyridin-2-yl)pyrimidin-2-amin FC=1C(=NC(=NC1)NC1=NC=C(C=C1)N1CCN(CC1)C)C1=CC2=C(N=C3COCC(N32)C)C(=C1)F